FC1=C2C(=CC=NC2=CC=C1)C1=NNC2=NC(=CN=C21)N2C[C@@H]1[C@]([C@@H]1CC2)(C2=NOC(=C2)C)CN [(1S,6R,7S)-3-[3-(5-fluoroquinolin-4-yl)-1H-pyrazolo[3,4-b]pyrazin-6-yl]-7-(5-methyl-1,2-oxazol-3-yl)-3-azabicyclo[4.1.0]heptan-7-yl]methanamine